C=CC(C)=CCC=C(C)C β-Ocimene